NC1=NC(=NC=C1C(=O)NC1=CC=C(C=C1)OC)N1CCN(CC1)C1=CC=C(C=C1)OC 4-amino-N-(4-methoxyphenyl)-2-(4-(4-methoxyphenyl)piperazin-1-yl)pyrimidine-5-carboxamide